1-[(3-{2-cyano-1-[4-(7H-pyrrolo-[2,3-d]pyrimidin-4-yl)-1H-pyrazol-1-yl]ethyl}-phenyl)sulfonyl]-N,N-diethyl-piperidine-3-carboxamide C(#N)CC(N1N=CC(=C1)C=1C2=C(N=CN1)NC=C2)C=2C=C(C=CC2)S(=O)(=O)N2CC(CCC2)C(=O)N(CC)CC